C1(CC1)C1=CN=C(C(=N1)C(=O)O)NC1=C(C(=CC(=C1)F)C=1CCOCC1)OCC(F)(F)F 6-cyclopropyl-3-((3-(3,6-dihydro-2H-pyran-4-yl)-5-fluoro-2-(2,2,2-trifluoroethoxy)phenyl)amino)pyrazine-2-carboxylic acid